3-(4-fluorophenyl)-1-isopropyl-N-(4-((2-(1-methyl-1H-pyrazol-4-yl)pyridin-4-yl)oxy)phenyl)-2,4-dioxo-1,2,3,4-tetrahydropyrimidin-5-carboxamide FC1=CC=C(C=C1)N1C(N(C=C(C1=O)C(=O)NC1=CC=C(C=C1)OC1=CC(=NC=C1)C=1C=NN(C1)C)C(C)C)=O